OC1=C(C=CC=C1)C1=CC(=CN=N1)N1CCC(CC1)(C(=O)OC)C1=C(C=CC=C1)C methyl 1-(6-(2-hydroxyphenyl)pyridazin-4-yl)-4-(o-tolyl)piperidine-4-carboxylate